2-(6-(1H-pyrazolo[4,3-c]pyridin-1-yl)-9H-purin-2-yl)-4-methylthiazole N1(N=CC=2C=NC=CC21)C2=C1N=CNC1=NC(=N2)C=2SC=C(N2)C